O.ClC=1C=C(C(=O)N2CS(C3=C2C=CC=C3)(=O)=O)C=C(C1O)Cl 3-(3,5-dichloro-4-hydroxybenzoyl)-1,1-dioxo-2,3-dihydro-1,3-benzothiazole hydrate